4-methyl-N-((1-methyl-1H-pyrazol-4-yl)methyl)-3-((4-(trifluoromethyl)phenyl)sulfonamido)benzamide CC1=C(C=C(C(=O)NCC=2C=NN(C2)C)C=C1)NS(=O)(=O)C1=CC=C(C=C1)C(F)(F)F